(R)-3-(1-(2,4-dichlorobenzyl)pyrrolidin-3-yl)-2-oxo-2,3-dihydro-1H-benzo[d]imidazole-5-carboxylic acid ClC1=C(CN2C[C@@H](CC2)N2C(NC3=C2C=C(C=C3)C(=O)O)=O)C=CC(=C1)Cl